C(C)OP(=O)(OCC)CC1=CC(=C(C(=O)OC)C=C1)OC Methyl 4-((diethoxyphosphoryl) methyl)-2-methoxybenzoate